C1(CCCCC1)CN1NCC2=CC(=C(C=C12)C(=O)NCCN(C)C)CC1=C(C=C(C=C1)F)F 1-(cyclohexylmethyl)-5-(2,4-difluorobenzyl)-N-(2-(dimethylamino)ethyl)-2H-indazole-6-carboxamide